C(C)(C)(C)OOC(CCCCCC(C)(C)C)=O t-Butylperoxy-neodecanoat